(3R,5R,7R)-N-(4-((S)-3-butyl-6-methoxy-3,4-dihydroisoquinolin-1-yl)phenyl)adamantan-1-amine C(CCC)[C@H]1N=C(C2=CC=C(C=C2C1)OC)C1=CC=C(C=C1)NC12CC3CC(CC(C1)C3)C2